4-(hex-5-ynamido)-N-(quinolin-8-yl)picolinamide C(CCCC#C)(=O)NC1=CC(=NC=C1)C(=O)NC=1C=CC=C2C=CC=NC12